BrC=1C=NN(C1)[C@@H]1[C@H](COC1)O (3R,4S)-4-(4-bromo-1H-pyrazol-1-yl)tetrahydrofuran-3-ol